ClC=1C(=C2CN(C(C2=CC1)=O)C1C(NC(CC1)=O)=O)CN1CCNCC1 3-(5-chloro-1-oxo-4-(piperazin-1-ylmethyl)isoindolin-2-yl)piperidine-2,6-dione